nonatetracontane-37,39,41,43,45,47,49-heptol CCCCCCCCCCCCCCCCCCCCCCCCCCCCCCCCCCCCC(CC(CC(CC(CC(CC(CCO)O)O)O)O)O)O